1-Ethyl-N-[3-fluoro-4-[(7-methoxy-1,5-naphthyridin-4-yl)oxy]phenyl]-6-(fluoromethyl)-5-(4-fluorophenyl)-4-oxopyridine-3-carboxamide C(C)N1C=C(C(C(=C1CF)C1=CC=C(C=C1)F)=O)C(=O)NC1=CC(=C(C=C1)OC1=CC=NC2=CC(=CN=C12)OC)F